7-bromo-6-methyl-5,6-dihydropyrimido[5,4-c]Quinolone BrC1=CC=CC=2C3=C(CN(C12)C)C=NC(N3)=O